(S)-1-cyclopropyl-4-(((1-(2-hydroxy-4-(trifluoromethyl)phenyl)pyrido[3,4-d]pyridazin-4-yl)amino)methyl)pyrrolidin-2-one C1(CC1)N1C(C[C@H](C1)CNC=1N=NC(=C2C1C=NC=C2)C2=C(C=C(C=C2)C(F)(F)F)O)=O